dithienylimidazoline S1C(=CC=C1)C1C(N=CN1)C=1SC=CC1